(S)-2-(4-(3-(4-(6-(8-(benzo[d]thiazol-2-ylcarbamoyl)-3,4-dihydroisoquinolin-2(1H)-yl)-2-(tert-butoxycarbonyl)pyridin-3-yl)-3-methylphenoxy)-2-methylpropyl)piperidin-1-yl)acetic acid S1C(=NC2=C1C=CC=C2)NC(=O)C=2C=CC=C1CCN(CC21)C2=CC=C(C(=N2)C(=O)OC(C)(C)C)C2=C(C=C(OC[C@H](CC1CCN(CC1)CC(=O)O)C)C=C2)C